OC=1C=C(C=CC1O)/C=C/CC1OC2=C(C1=O)C=CC(=C2)O 2-((E)-3-(3,4-dihydroxyphenyl)allyl)-6-hydroxybenzofuran-3(2H)-one